acryloylacetone oxime C(C=C)(=O)CC(C)=NO